NC(C(=O)NCC1NCC(NC1)CNC(C(CCCNC(=N)N)N)=O)CCCNC(=N)N 2-Amino-5-guanidino-pentanoic acid {5-[(2-amino-5-guanidino-pentanoylamino)-methyl]-piperazin-2-ylmethyl}-amide